N[C@H]1CS(C2=C(N(C1=O)CC1=CC=C(C=C1)Cl)C=C(C(=C2)F)C=2OC(=NN2)C2=C(C=CC=C2C)F)(=O)=O (3R)-3-amino-5-[(4-chlorophenyl)methyl]-8-fluoro-7-[5-(2-fluoro-6-methyl-phenyl)-1,3,4-oxadiazol-2-yl]-1,1-dioxo-2,3-dihydro-1lambda6,5-benzothiazepin-4-one